amino-zinc oxide [O-2].N[Zn+2]